5-hydroxy-2H-benzo[d][1,3]oxazine-2,4(1H)-dione OC1=CC=CC=2NC(OC(C21)=O)=O